C(C)(=O)OCC=CC=O 4-oxobut-2-en-1-yl acetate